FC1([C@H]2[C@H]3[C@](CC[C@@H]2[C@]2(CC[C@@H](C[C@@H]2C1)OC(C)=O)C)([C@H](CC3)[C@H](C)CCCC(C)(C)O)C)F acetic acid-(1R,3aS,3bR,5aR,7S,9aS,9bS,11aR)-4,4-difluoro-1-[(2R)-6-hydroxy-6-methylhept-2-yl]-9a,11a-Dimethylhexadecahydro-1H-cyclopenta[1,2-i]phenanthrene-7-yl ester